5-iodo-7-(2,2,2-trifluoroethyl)-7H-pyrrolo[2,3-d]pyrimidin-4-amine IC1=CN(C=2N=CN=C(C21)N)CC(F)(F)F